(s)-1-(1-(1-((1-(4-(1-(3-Amino-6-(2-hydroxyphenyl)pyridazin-4-yl)piperidin-3-yl)benzoyl)piperidin-4-yl)methyl)piperidin-4-yl)-2-methyl-1H-indol-4-yl)dihydropyrimidine NC=1N=NC(=CC1N1C[C@@H](CCC1)C1=CC=C(C(=O)N2CCC(CC2)CN2CCC(CC2)N2C(=CC3=C(C=CC=C23)N2CNCC=C2)C)C=C1)C1=C(C=CC=C1)O